C(C=C)SC1=CC=CC2=CC=CC(=C12)SCC=C 1,8-bis(2-propen-1-ylthio)naphthalene